FC1(CCC(CC1)CN1C(N(N=C1CC1=C(C=CC=C1)F)C)=O)F 4-((4,4-difluorocyclohexyl)methyl)-5-(2-fluorobenzyl)-2-methyl-2,4-dihydro-3H-1,2,4-triazol-3-one